1,2,4-triazol-1-ylmethanamin N1(N=CN=C1)CN